C/C(/CO)=C\CCC(C=C)=C (2E)-2-methyl-6-methyleneoctan-2,7-dien-1-ol